(2S,3S,4R,5R)-5-(2-(5-chloropyridin-3-yl)-6-(((4-(trifluoromethyl)pyridin-2-yl)methyl)amino)-9H-purin-9-yl)-3,4-dihydroxyl-N-(2,2,2-trifluoroethyl)tetrahydrofuran-2-formamide ClC=1C=C(C=NC1)C1=NC(=C2N=CN(C2=N1)[C@H]1[C@@H]([C@@H]([C@H](O1)C(=O)NCC(F)(F)F)O)O)NCC1=NC=CC(=C1)C(F)(F)F